3-(2-methoxyethyl)-2-(4-methoxyphenyl)-6-nitroquinazolin-4(3H)-one COCCN1C(=NC2=CC=C(C=C2C1=O)[N+](=O)[O-])C1=CC=C(C=C1)OC